C1(CC1)COC=1C=C(C=C(C1)S(=O)(=O)C)NC1=CC(=NC=C1C1=NN(C=C1)CC)NC(C)=O N-(4-((3-(cyclopropylmethoxy)-5-(methylsulfonyl)phenyl)amino)-5-(1-ethyl-1H-pyrazol-3-yl)pyridin-2-yl)acetamide